C(C)N1C(NC2=CC(=CC(=C2C1=O)F)C=C)=O 3-ethyl-5-fluoro-7-vinylquinazoline-2,4(1H,3H)-dione